4,9-dioxatricyclo[5.3.1.02,6]undecane C12C3COCC3C(COC1)C2